imidazo[2',1':2,3]thiazolo[5,4-d]pyrimidine N1=CN=CC2=C1SC=1N2C=CN1